allylnickel chloride C(C=C)[Ni]Cl